ClC=1C(=C2C(=NC1)NC(=N2)C2=CC=C(C=C2)N2CCN(CC2)CC2=CC=NC=C2)NC2CCN(CC2)CC 6-Chloro-N-(1-ethylpiperidin-4-yl)-2-{4-[4-(pyridin-4-ylmethyl)piperazin-1-yl]phenyl}-3H-imidazo[4,5-b]pyridin-7-amine